4-(2-chloro-4-benzoylphenylthio)phenylbis(4-chlorophenyl)sulfonium perchlorate Cl(=O)(=O)(=O)[O-].ClC1=C(C=CC(=C1)C(C1=CC=CC=C1)=O)SC1=CC=C(C=C1)[S+](C1=CC=C(C=C1)Cl)C1=CC=C(C=C1)Cl